FC(C=1C=C(CC2CC3(CN(C3)C(=O)C3CC(C3)(C)O)C2)C=CC1)F (6-(3-(Difluoromethyl)benzyl)-2-azaspiro[3.3]heptan-2-yl)((1s,3s)-3-hydroxy-3-methylcyclobutyl)methanone